NC=1C(NC(N(N1)C1=CC(=C(C(=C1)Cl)OC=1C=C2C(=CC(=NC2=CC1)C=1C=NC(=CC1)C(F)(F)F)C)Cl)=O)=O 6-amino-2-(3,5-dichloro-4-((4-methyl-2-(6-trifluoromethylpyridin-3-yl)quinolin-6-yl)oxy)phenyl)-1,2,4-triazine-3,5(2H,4H)-dione